(E)-N-(4-(1-(6-(4-(4-(5-((2-(2,6-dioxopiperidin-3-yl)-1-oxoisoindolin-5-yl)thio)pentyl)piperazin-1-yl)piperidin-1-yl)nicotinoyl)piperidin-4-yl)butyl)-3-(pyridin-3-yl)acrylamide O=C1NC(CCC1N1C(C2=CC=C(C=C2C1)SCCCCCN1CCN(CC1)C1CCN(CC1)C1=NC=C(C(=O)N2CCC(CC2)CCCCNC(\C=C\C=2C=NC=CC2)=O)C=C1)=O)=O